(1-(cyclopropylmethyl)-1H-pyrazolo[3,4-c]pyridin-5-yl)-2-((s)-4,4-difluoro-3-(6-oxo-1,6-dihydropyridin-3-yl)piperidin-1-yl)propanamide C1(CC1)CN1N=CC=2C1=CN=C(C2)C(C(=O)N)(C)N2C[C@@H](C(CC2)(F)F)C2=CNC(C=C2)=O